1-[2-Methyl-1-(piperidin-4-yl)-1H-indol-4-yl]-1,3-diazinane-2,4-dione CC=1N(C2=CC=CC(=C2C1)N1C(NC(CC1)=O)=O)C1CCNCC1